2-((2S)-4-(5-(5-chloro-6-methyl-1H-indazol-4-yl)-8-(((S)-1-methylpyrrolidin-2-yl)methoxy)-3,4-dihydro-2H-pyrano[2,3-f]quinazolin-10-yl)-1-(2-fluoroacryloyl)piperazin-2-yl)acetonitrile ClC=1C(=C2C=NNC2=CC1C)C1=C2C(=C3C(=NC(=NC3=C1)OC[C@H]1N(CCC1)C)N1C[C@@H](N(CC1)C(C(=C)F)=O)CC#N)OCCC2